(6-(4-(4-methylpiperazin-1-yl)piperidin-1-yl)pyridine-3-yl)-1H-1,2,4-triazole-3,5-diamine CN1CCN(CC1)C1CCN(CC1)C1=CC=C(C=N1)N1N=C(N=C1N)N